10,16,22-Trimethylhexatriacontane CC(CCCCCCCCC)CCCCCC(CCCCCC(CCCCCCCCCCCCCC)C)C